3-(3-cyclopropyl-4-(quinoxalin-2-yl)-1H-pyrazol-1-yl)propanoic acid C1(CC1)C1=NN(C=C1C1=NC2=CC=CC=C2N=C1)CCC(=O)O